COC(C)C 2-methoxy-propane